(3S,4R)-4-({5-chloro-7-[5-(2,2,2-trifluoroethyl)pyridin-2-yl]pyrrolo[2,1-f][1,2,4]triazin-2-yl}amino)oxan-3-ol ClC=1C=C(N2N=C(N=CC21)N[C@H]2[C@@H](COCC2)O)C2=NC=C(C=C2)CC(F)(F)F